F[C@@H]1C[C@@]2(CCCN2C1)CO (2R,7aS)-2-fluorotetrahydro-1H-pyrrolizin-7a(5H)-methanol